S1C(=CC=C1)C1=NC(=NO1)C1=CC=C(C=C1)[C@@H](C)NC1=NC=CN=C1 (R)-N-(1-(4-(5-(thiophen-2-yl)-1,2,4-oxadiazol-3-yl)phenyl)ethyl)pyrazin-2-amine